5-hydroxy-2-(5-oxopyrrolidin-3-yl)benzaldehyde OC=1C=CC(=C(C=O)C1)C1CNC(C1)=O